3-hydroxy-N-((1R,2S)-2-hydroxycyclopentyl)benzenesulfonamide tert-butyl-N-{5-acetyl-4-[(1E)-prop-1-en-1-yl]-1,3-thiazol-2-yl}carbamate C(C)(C)(C)OC(NC=1SC(=C(N1)\C=C\C)C(C)=O)=O.OC=1C=C(C=CC1)S(=O)(=O)N[C@H]1[C@H](CCC1)O